O1C(C1)COC1=CC=C(C=C1)C(=O)C1=C(OC2=C1C=CC=C2)CCCN2CCCC2 (4-(oxirane-2-ylmethoxy)phenyl)(2-(3-(pyrrolidin-1-yl)propyl)benzofuran-3-yl)methanone